tert-butyl 3-(3-chloro-4-fluorophenyl)hexahydropyrazino[2,1-c][1,4]oxazine-8(1H)-carboxylate ClC=1C=C(C=CC1F)C1CN2C(CO1)CN(CC2)C(=O)OC(C)(C)C